FC(C=1C=C(C=C(C1)C(F)(F)F)[B-](C1=CC(=CC(=C1)C(F)(F)F)C(F)(F)F)(C1=CC(=CC(=C1)C(F)(F)F)C(F)(F)F)C1=CC(=CC(=C1)C(F)(F)F)C(F)(F)F)(F)F.CN(C1=C(C=C(C=C1C)C)C)C N,N-dimethyl-(2,4,6-trimethylaniline) tetrakis(3,5-bis(trifluoromethyl)phenyl)borate